OC(CCC[C@@H](C)[C@H]1CC[C@H]2[C@@H]3C(C[C@H]4[C@H]([C@H](CC[C@]4(C)[C@H]3CC[C@]12C)O)O)=C)C1=C(C=CC=C1)OC 24-[Hydroxy(2-methoxyphenyl)methyl]-7-methylidene-5α-cholane-3β,4β-diol